N-(3,3-Difluoropiperidin-4-Yl)-4-Fluoro-2-Methyl-5-((2-(Trifluoromethyl)Pyridin-3-Yl)Methoxy)-Benzofuran-3-Carboxamide FC1(CNCCC1NC(=O)C1=C(OC2=C1C(=C(C=C2)OCC=2C(=NC=CC2)C(F)(F)F)F)C)F